C(C)(C)(C)N1C(CN(CC1)C1=CC(=C(C=C1)Cl)F)(C)C tert-butyl-4-(4-chloro-3-fluorophenyl)-2,2-dimethylpiperazine